C(C)(C)(C)OC(=O)N1[C@H]2CC(C[C@@H]1CC2)N2N=NC(=C2C)C(=O)O 1-[(1R,5S)-8-tert-Butoxycarbonyl-8-azabicyclo[3.2.1]oct-3-yl]-5-methyl-triazole-4-carboxylic acid